BrCCC=CC=CCCCCCCCC 1-bromo-3,5-tetradecadiene